(3E)-6,6-dinonyloxy-3-hexen-1-ol C(CCCCCCCC)OC(C/C=C/CCO)OCCCCCCCCC